3-(1-Acetyl-4-ethoxypiperidin-4-yl)-5-chloro-8-(3-hydroxyprop-1-yn-1-yl)-1,7-dimethyl-1,6-naphthyridin-2(1H)-one C(C)(=O)N1CCC(CC1)(OCC)C=1C(N(C2=C(C(=NC(=C2C1)Cl)C)C#CCO)C)=O